ClC=1C(=NC=CC1C1=NC(=C(C=C1)CNC[C@H]1NC(CC1)=O)OC)C=1C(=C(C=CC1)NC(=O)C=1NC=C(N1)CNCCO)C (S)-N-(3-(3'-chloro-6-methoxy-5-((((5-oxopyrrolidin-2-yl)methyl)amino)methyl)-[2,4'-bipyridin]-2'-yl)-2-methylphenyl)-4-(((2-hydroxyethyl)amino)methyl)-1H-imidazole-2-carboxamide